C(#N)C1=NC=CC(=C1)NC12CCC(CC1)(C2)NC(OC(C)(C)C)=O tert-butyl N-{4-[(2-cyanopyridin-4-yl)amino]bicyclo[2.2.1]heptan-1-yl}carbamate